6-(2-ethylhexanoyl)ascorbic acid C(C)C(C(=O)C([C@@H]([C@@H]1C(=C(C(=O)O1)O)O)O)O)CCCC